2-(hydroxymethyl)-6-(2-methoxyethyl)pyrrolo[3,4-f]isoindole-1,3,5,7(2H,6H)-tetraone OCN1C(C2=CC=3C(N(C(C3C=C2C1=O)=O)CCOC)=O)=O